CN1N=C(C(=C1C)C1=NC=2C(=NC=CC2C=2C=CC3=C(CCCCC3NC(=O)C3=NOC(=N3)C3(CC3)C)C2)N1)C 5-(1-Methyl-cyclopropyl)-[1,2,4]oxadiazole-3-carboxylic acid {2-[2-(1,3,5-trimethyl-1H-pyrazol-4-yl)-3H-imidazo[4,5-b]pyridin-7-yl]-6,7,8,9-tetrahydro-5H-benzocyclohepten-5-yl}-amide